(S)-4-[2-(2-chloro-5-methoxy-phenyl)azepan-1-yl]-6-methyl-pyrimidin-2-amine ClC1=C(C=C(C=C1)OC)[C@H]1N(CCCCC1)C1=NC(=NC(=C1)C)N